(2S,4R)-1-((S)-2-(2-aminoacetamido)-3,3-dimethylbutyryl)-4-hydroxy-N-(4-(4-methylthiazol-5-yl)benzyl)pyrrolidine-2-carboxamide NCC(=O)N[C@H](C(=O)N1[C@@H](C[C@H](C1)O)C(=O)NCC1=CC=C(C=C1)C1=C(N=CS1)C)C(C)(C)C